OC(C)C=1C(=NC(=CC1)N1C=NC2=C1C=C(C(=C2)NC=2N=NC(=CC2)C)OCCOC)N2N=C(C=C2C)C#N 1-[3-(1-Hydroxyethyl)-6-[6-(2-methoxyethoxy)-5-[(6-methylpyridazin-3-yl)amino]benzimidazol-1-yl]-2-pyridinyl]-5-methyl-pyrazole-3-carbonitrile